fluorodeoxyuridine C1[C@@H]([C@H](O[C@H]1N2C=C(C(=O)NC2=O)F)CO)O